ClC=1C=C(C=C(C1)Cl)N1CCNCC1 1-(3,5-dichlorophenyl)piperazine